NC=1N=CNC1C(=O)N 4-amino-1H-imidazole-5-carboxamide